(R)-5-(difluoromethyl)-2-(4-((5,5-dimethyltetrahydrofuran-3-yl)amino)pyrido[3,4-d]pyridazin-1-yl)phenol FC(C=1C=CC(=C(C1)O)C1=C2C(=C(N=N1)N[C@H]1COC(C1)(C)C)C=NC=C2)F